4-chlorobenzyl (4-((4-(2-hydroxy-2-methylpropyl)piperazin-1-yl)methyl)phenyl)carbamate OC(CN1CCN(CC1)CC1=CC=C(C=C1)NC(OCC1=CC=C(C=C1)Cl)=O)(C)C